BrC=1C=C(C=C(C1)N1CCOCC1)NS(=O)(=O)C N-(3-bromo-5-morpholinophenyl)methanesulfonamide